COC=1C=C(CN(C2=CC=C(C=C2)COCCOCCN2CCOCC2)CC2=CC(=CC=C2)N2CCOCC2)C=CC1 N-(3-methoxybenzyl)-N-(3-morpholinobenzyl)-4-((2-(2-morpholinoethoxy)ethoxy)methyl)aniline